ClC1=NC=C(C(=N1)NC1=C(C=C(C=C1)OCC1=CC=C(C=C1)OC)P(C)(C)=O)Cl (2-((2,5-dichloropyrimidin-4-yl)amino)-5-((4-methoxybenzyl)oxy)phenyl)dimethylphosphine oxide